COC(\C(=C\C1=CC=C(C=C1)OCCCBr)\C)=O methyl-(E)-3-(4-(3-bromopropyloxy)phenyl)acrylic acid methyl ester